FC(C(=O)[O-])(F)F.CC(CC[NH3+])(C)C trimethylpropan-1-aminium 2,2,2-trifluoroacetate